6-(4-(Boc)piperazin-1-yl)quinoline-4-carboxylic acid C(=O)(OC(C)(C)C)N1CCN(CC1)C=1C=C2C(=CC=NC2=CC1)C(=O)O